ClC=1C=C2C(=CC(=NC2=CC1)C)C(=O)N[C@@H]1CCO[C@]12O[C@@H]([C@@H]([C@@H]([C@H]2O)N2N=NC(=C2)C2=CC(=C(C(=C2)F)F)F)O)CO 6-chloro-N-((4R,5S,7R,8R,9S,10R)-8,10-dihydroxy-7-(hydroxymethyl)-9-(4-(3,4,5-trifluorophenyl)-1H-1,2,3-triazol-1-yl)-1,6-dioxaspiro[4.5]dec-4-yl)-2-methylquinoline-4-carboxamide